C(C)(C)N1N=CC2=NC(=CC(=C21)N[C@H]2COCC2)C=2C(=NC(=CC2)C)OC 1-isopropyl-5-(2-methoxy-6-methyl-3-pyridinyl)-N-[(3R)-tetrahydrofuran-3-yl]pyrazolo[4,3-b]pyridin-7-amine